10H-phenoxazin-1-ol C1(=CC=CC=2OC3=CC=CC=C3NC12)O